CCC=CC(=O)OC methyl pentenoate